[K+].[K+].C(CCCCCCCCCCCCCCCCC)(=O)N[C@@H](CCC(=O)[O-])C(=O)[O-] N-stearoyl-L-glutamic acid dipotassium salt